FC1=C(SC(=C1)C(C)(C)O)S(=O)(N)=NC(NC1=C2C(=NC3=C1CCC3)C3(CC2)CC3)=O 3-fluoro-5-(2-hydroxypropan-2-yl)-N'-((1',5',6',7'-tetrahydro-2'H-spiro[cyclopropane-1,3'-dicyclopenta[b,e]pyridin]-8'-yl)carbamoyl)thiophene-2-sulfonimidamide